1-(2-chlorophenyl)-7-(1,1-difluoroethyl)-4-(methylamino)-2-oxo-1,2-dihydro-quinazoline-6-carbonitrile ClC1=C(C=CC=C1)N1C(N=C(C2=CC(=C(C=C12)C(C)(F)F)C#N)NC)=O